4-((5-(4-(1H-pyrazol-1-yl)phenyl)-1H-pyrazol-3-yl)amino)-2-fluorophenol N1(N=CC=C1)C1=CC=C(C=C1)C1=CC(=NN1)NC1=CC(=C(C=C1)O)F